4-METHOXYCARBONYL-2-NITROPHENYLBORONIC ACID COC(=O)C1=CC(=C(C=C1)B(O)O)[N+](=O)[O-]